6-Chloro-N-(1-methylpiperidin-4-yl)-2-{4-[4-(pyridin-4-ylmethyl)piperazin-1-yl]phenyl}-3H-imidazo[4,5-b]pyridin-7-amine ClC=1C(=C2C(=NC1)NC(=N2)C2=CC=C(C=C2)N2CCN(CC2)CC2=CC=NC=C2)NC2CCN(CC2)C